2-methyl-5-ethyl-4-propoxy-phenol CC1=C(C=C(C(=C1)OCCC)CC)O